P(=O)(OC(CO)CO)(OC1=CC=CC=C1)OC1=CC=CC=C1 1,3-dihydroxyprop-2-yl diphenyl phosphate